ClC=1C=C(OC2CCC(CC2)NC(C2=C(C=C(C=C2)N2CCC(CC2)C=O)F)=O)C=CC1C#N N-((1r,4r)-4-(3-Chloro-4-cyanophenoxy)cyclohexyl)-2-fluoro-4-(4-formylpiperidin-1-yl)benzamide